FC1=CC=C(C=C1)[C@@H]1N(CCC2=CC=CC=C12)C1=NC2(CC(C2)O)CO1 (S)-6-(1-(4-fluorophenyl)-3,4-dihydroisoquinolin-2(1H)-yl)-7-oxa-5-azaspiro[3.4]oct-5-en-2-ol